C(CC)C1OC2=C3C(N4CC5CCC(C14)N5C(=O)[O-])=NC=NC3=CC=N2 5-propyl-5a,6,7,8,9,10-hexahydro-5H-4-oxa-3,10a,11,13,14-pentaaza-6,9-methanonaphtho[1,8-ab]heptalene-14-carboxylate